O1CCC2=C1C=CC(=C2)CN(C(=O)NC2=CC=C(C=C2)OCC(C)C)C2CCN(CC2)C 1-((2,3-Dihydrobenzofuran-5-yl)methyl)-3-(4-isobutoxybenzenyl)-1-(1-methylpiperidin-4-yl)urea